N1(NC12CCCCC2)C(=O)O.C(CCCCCCCCCCC)C2=C(C1=CC=CC=C1C(=C2O)O)O 2-dodecyl-1,3,4-trihydroxynaphthalene Diazaspiro[2.5]octane-1-carboxylate